2-(3,5-dimethylpiperidin-4-yl)ethan-1-ol CC1CNCC(C1CCO)C